4-amino-3-picolinic acid NC1=C(C=NC=C1)C(=O)O